ClC1=C(N=C(NC1=O)C1=CC=NC=C1)N1[C@@H]2CN[C@H](C1)C2 5-chloro-4-[(1s,4s)-2,5-diazabicyclo[2.2.1]heptan-2-yl]-2-(4-pyridinyl)-1H-pyrimidin-6-one